(S)-(3S,5R,8R,9S,10S,13R,14S,17R)-14-hydroxy-10,13-dimethyl-17-(2-oxo-2H-pyran-5-yl)hexadecahydro-1H-cyclopenta[a]phenanthren-3-yl 2-aminopropanoate N[C@H](C(=O)O[C@H]1CC[C@@]2([C@H]3CC[C@@]4([C@H](CC[C@@]4([C@@H]3CC[C@@H]2C1)O)C=1C=CC(OC1)=O)C)C)C